tert-butyl (6R,9S)-2-(8-ethyl-3-(methoxymethoxy) naphthalen-1-yl)-12-fluoro-5a,6,7,8,9,10-hexahydro-5H-4-oxa-3,10a,11,13,14-pentaaza-6,9-methanonaphtho[1,8-ab]heptalene-14-carboxylate C(C)C=1C=CC=C2C=C(C=C(C12)C=1C=C2N=C(N=C3C2=C(OCC2[C@H]4CC[C@@H](CN32)N4C(=O)OC(C)(C)C)N1)F)OCOC